C12CNCC(N1C1=NC(=C3C(=N1)N(N=C3)C3=C(C=C(C=C3)F)F)O)C2 6-(3,6-diazabicyclo[3.1.1]heptan-6-yl)-1-(2,4-difluorophenyl)pyrazolo[3,4-d]pyrimidin-4-ol